O(C)N1[C@@H](CCC1)C(=O)N[C@@H](CC(C)C)C(=O)N N-methoxyL-prolyl-L-leucinamide